ClC=1NC(C2=C(N1)C=NN2C[C@H]2OC[C@H](OC2)CO)=O 5-chloro-1-[[(2R,5R)-5-(hydroxymethyl)-1,4-dioxan-2-yl]methyl]-6H-pyrazolo[4,3-d]pyrimidin-7-one